Tert-butyl 4-bromo-2-carbamoyl-3-(3-fluoro-4-(4-methylpyrimidin-2-yl) oxo-phenyl)-5-methyl-pyrrole-1-carboxylate BrC=1C(=C(N(C1C)C(=O)OC(C)(C)C)C(N)=O)C1C(C(=C(C=C1)C1=NC=CC(=N1)C)F)=O